C(C)N(CCC(=O)N(CCCO)C(CCCCCCCCC(=O)OC\C=C/CCCCCC)C(=O)NCCCCCCCC)CC (Z)-non-2-en-1-yl 10-(3-(diethylamino)-N-(3-hydroxypropyl) propanamido)-11-(octylamino)-11-oxoundecanoate